isopropoxy-pyrazin C(C)(C)OC1=NC=CN=C1